tert-butyl N-(3-benzyloxy-5-((2,4-difluorophenyl)methylcarbamoyl)-2-[[(1R)-1-(hydroxymethyl)allyl]carbamoyl]-4-oxo-1-pyridyl)-N-(1-methylallyl)carbamate C(C1=CC=CC=C1)OC1=C(N(C=C(C1=O)C(NCC1=C(C=C(C=C1)F)F)=O)N(C(OC(C)(C)C)=O)C(C=C)C)C(N[C@H](C=C)CO)=O